BrC=1C=2N(C(=NC1)N1CCC(CC1)(C)NC(OC(C)(C)C)=O)C=CN2 Tert-butyl (1-(8-bromoimidazo[1,2-c]pyrimidin-5-yl)-4-methylpiperidin-4-yl)carbamate